ethyl (2E)-4-{3-[6-amino-8-oxo-7-(4-phenoxyphenyl)-7,8-dihydro-9H-purin-9-yl]-1-azetidinyl}-4-oxo-2-butenoate NC1=C2N(C(N(C2=NC=N1)C1CN(C1)C(/C=C/C(=O)OCC)=O)=O)C1=CC=C(C=C1)OC1=CC=CC=C1